O1N=C(C=CC=C1)C=O oxazepine-3-carbaldehyde